CC1(OC(C(C(O1)=O)C(CC=1C=C(C=CC1)C)=O)=O)C 2,2-dimethyl-5-[2-(m-tolyl)acetyl]-1,3-dioxane-4,6-dione